Fmoc-N-methyl-Valine C(=O)(OCC1C2=CC=CC=C2C2=CC=CC=C12)N([C@@H](C(C)C)C(=O)O)C